2-{[4-(4-bromophenoxy)phenyl]-dimethoxymethyl}-6-methoxynaphthalene BrC1=CC=C(OC2=CC=C(C=C2)C(C2=CC3=CC=C(C=C3C=C2)OC)(OC)OC)C=C1